C(CCC(=O)OCC(CCCC)CC)(=O)OCC(CCCC)CC.[Na] sodium di(2-ethylhexyl) succinate